(2S,4R)-1-[(2S)-2-(4-cyclopropyltriazol-1-yl)-3,3-dimethyl-butanoyl]-4-hydroxy-N-[2-(1-methylimidazol-4-yl)-2-pyrrolidin-1-yl-ethyl]pyrrolidine-2-carboxamide C1(CC1)C=1N=NN(C1)[C@H](C(=O)N1[C@@H](C[C@H](C1)O)C(=O)NCC(N1CCCC1)C=1N=CN(C1)C)C(C)(C)C